3-methyl-7-(piperidin-4-yl)-5-((2-(trifluoromethoxy)pyridin-3-yl)methyl)pyrido[2,3-b]pyrazin-6(5H)-one CC1=CN=C2C(=N1)N(C(C(=C2)C2CCNCC2)=O)CC=2C(=NC=CC2)OC(F)(F)F